CC1=COC(O1)=O 5-methyl-2-oxo-1,3-dioxol